C(C)(C)(C)OC(=O)N1[C@H](CC[C@H](C1)O)C(=O)O (2R,5R)-1-(tert-Butoxycarbonyl)-5-hydroxypiperidine-2-carboxylic acid